Cl.CC=1N=C2N(C=CC=C2C#N)C1 2-methylimidazo[1,2-a]pyridine-8-carbonitrile hydrochloride